FC=1C=C(C=C(C1)F)[C@H](COC)N1C(=NC(C(=C1O)CC1=CC=C(C=C1)C1=C(C=NC=C1)C)=O)COCC 1-[(1R)-1-(3,5-difluorophenyl)-2-methoxyethyl]-2-(ethoxymethyl)-6-hydroxy-5-{[4-(3-methylpyridin-4-yl)phenyl]methyl}-1,4-dihydropyrimidin-4-one